O1-tert-butyl O2-methyl (2S,4S)-4-[(6-bromo-4-methoxy-2-pyridyl)amino]pyrrolidine-1,2-dicarboxylate BrC1=CC(=CC(=N1)N[C@H]1C[C@H](N(C1)C(=O)OC(C)(C)C)C(=O)OC)OC